ClC1=CC2=C(C3=C(O2)C(=CC(=C3)F)F)C=C1 7-chloro-2,4-difluoro-dibenzofuran